methyl (2R)-1-[(3-methyl-2-pyridyl)methyl]Piperidine-2-carboxylate CC=1C(=NC=CC1)CN1[C@H](CCCC1)C(=O)OC